CC1=CC(=C2N=C(C=NC2=C1)N1CCCCC1)C(C)=O 1-[7-methyl-3-(piperidin-1-yl)quinoxalin-5-yl]ethan-1-one